C(#N)C=1C=C(C=C(C1)C(F)(F)F)B(O)O (3-cyano-5-(trifluoromethyl)phenyl)boronic acid